methyl (4-bromobenzoyl)-L-serinate BrC1=CC=C(C(=O)N[C@@H](CO)C(=O)OC)C=C1